N-(3'-(2-aminopyrimidin-4-yl)-4'-hydroxy-2-methyl-[1,1'-biphenyl]-4-yl)-4-ethoxy-1-(4-fluorophenyl)-2-oxo-1,2-dihydropyridine-3-carboxamide NC1=NC=CC(=N1)C=1C=C(C=CC1O)C1=C(C=C(C=C1)NC(=O)C=1C(N(C=CC1OCC)C1=CC=C(C=C1)F)=O)C